ClC1=NC=CC(=C1[N+](=O)[O-])OC 2-chloro-4-methoxy-3-nitropyridine